NC1=NC=CC(=C1)OC[C@@H](CC1C2(C3=CC=CC=C3C1)CCC(CC2)(C(=O)O)NC2=CC(=CC=C2)Cl)C 2'-{(2R)-3-[(2-aminopyridin-4-yl)oxy]-2-methylpropyl}-4-(3-chloroanilino)-2',3'-dihydrospiro[cyclohexane-1,1'-indene]-4-carboxylic acid